O1C(CCC1)ON1C(C2=CC=CC=C2C1=O)=O 2-((tetrahydrofuran-2-yl)oxy)isoindoline-1,3-dione